N-phenyl-N-methoxycarbonyl-trifluoroacetamide C1(=CC=CC=C1)N(C(C(F)(F)F)=O)C(=O)OC